3-(Bromomethyl)-1,1-difluorocyclobutane BrCC1CC(C1)(F)F